FC=1C=C(C=CC1NC1=NC=C(C=N1)C(F)(F)F)S(=O)(=O)N1CCC(CC1)CN1CCC(CC1)C1=CC=C2C(=NN(C2=C1)C)N1C(NC(CC1)=O)=O 1-(6-(1-((1-((3-Fluoro-4-((5-(trifluoromethyl)pyrimidin-2-yl)amino)phenyl)sulfonyl)-piperidin-4-yl)methyl)piperidin-4-yl)-1-methyl-1H-indazol-3-yl)dihydropyrimidine-2,4(1H,3H)-dione